CC1C(C2=CC=CC=C2CC1)NC(\C=C\C1=CC=C2C(=NNC2=C1)C)=O (E)-N-(2-methyl-1,2,3,4-tetrahydronaphthalen-1-yl)-3-(3-methyl-1H-indazol-6-yl)acrylamide